diethyl (L)-tartrate C(=O)(OCC)[C@H](O)[C@@H](O)C(=O)OCC